C(C)SCCSC=1N(C(=CC1)C)C1=NC=CC=C1 2-(2-((2-(ethylthio)ethyl)thio)-5-methyl-1H-pyrrol-1-yl)pyridine